N-(3-bromo-5-(tert-butyl)phenyl)-[1,1':3',1''-terphenyl]-2'-amine BrC=1C=C(C=C(C1)C(C)(C)C)NC1=C(C=CC=C1C1=CC=CC=C1)C1=CC=CC=C1